p-toluenesulfonic acid anhydride CC1=CC=C(C=C1)S(=O)(=O)OS(=O)(=O)C1=CC=C(C)C=C1